((1r,5s,6r)-3-azabicyclo[3.1.0]hexane-6-yl)methanol [C@H]12CNC[C@@H]2C1CO